5-(2-fluoro-4-(4-(2-fluorobenzyl)-5-oxo-4,5-dihydro-1H-1,2,4-triazol-1-yl)phenoxy)-4-methylthiazole-2-carboxylic acid FC1=C(OC2=C(N=C(S2)C(=O)O)C)C=CC(=C1)N1N=CN(C1=O)CC1=C(C=CC=C1)F